FC1(CCC(CC1)C1=NC=CC(=C1NC(=O)C=1C=NC(=NC1)NC(C)C)C1=C(C=CC(=C1)F)F)F N-(2-(4,4-difluorocyclohexyl)-4-(2,5-difluorophenyl)pyridin-3-yl)-2-(isopropylamino)pyrimidine-5-carboxamide